N-((S)-morpholin-2-ylmethyl)methanesulfonamide N1C[C@H](OCC1)CNS(=O)(=O)C